2-(3-((4-amino-6-chloro-1H-pyrazolo[3,4-d]pyrimidin-1-yl)methyl)phenyl)ethan-1-ol NC1=C2C(=NC(=N1)Cl)N(N=C2)CC=2C=C(C=CC2)CCO